4-methyl-2,6-bis((1-methyl-1H-pyrazol-3-yl)methyl)-4H-thiazolo[5',4':4,5]pyrrolo[2,3-d]pyridazin-5(6H)-one CN1C2=C(C3=C1C(N(N=C3)CC3=NN(C=C3)C)=O)SC(=N2)CC2=NN(C=C2)C